B(C1=C(C=C(C=C1)Cl)C(=O)OCC)(O)O (4-CHLORO-2-ETHOXYCARBONYL)BENZENEBORONIC ACID